4-(2-(3,5-dimethoxyphenyl)propan-2-yl)nonan-4-ol COC=1C=C(C=C(C1)OC)C(C)(C)C(CCC)(CCCCC)O